4-[trans-2,2-dimethyl-3-(3-phenyl-1,2,4-oxadiazol-5-yl)cyclopropyl]-3-methylbenzenesulfonylAmine CC1([C@H]([C@@H]1C1=NC(=NO1)C1=CC=CC=C1)C1=C(C=C(C=C1)S(=O)(=O)N)C)C